HEXAFLUOROETHANE FC(C(F)(F)F)(F)F